Cl.N[C@@H](CC(=O)OCC)C=1C=C(C=CC1F)C1=C(C=C(C=C1C)C)CCCCC=C Ethyl (S)-3-amino-3-(4-fluoro-2'-(hex-5-en-1-yl)-4',6'-dimethyl-[1,1'-biphenyl]-3-yl)propanoate hydrochloride